OC=1C(=NC=2C=C(C3=C(C2N1)C=CC=C3S(N)(=O)=O)[N+](=O)[O-])O 2,3-dihydroxy-6-nitro-7-sulfamoylbenzo(f)quinoxaline